OC(CC(=O)[O-])CCCCCCCCC 3-hydroxydodecanoate